ON(C(=O)C1=NNC2=C1CN(CC2)C(=O)OC(C)(C)C)C tert-butyl 3-(hydroxy(methyl)carbamoyl)-6,7-dihydro-1H-pyrazolo[4,3-c]pyridine-5(4H)-carboxylate